4-(4-((trimethylsilyl)ethynyl)benzyl)morpholine-3-carboxylic acid methyl ester COC(=O)C1N(CCOC1)CC1=CC=C(C=C1)C#C[Si](C)(C)C